1-[3-(2,3-dichlorophenyl)-1H-pyrazolo[3,4-b]pyrazine-6-yl]-4-phenylpiperidine-4-carbonitrile ClC1=C(C=CC=C1Cl)C1=NNC2=NC(=CN=C21)N2CCC(CC2)(C#N)C2=CC=CC=C2